D-galacturonic acid methyl ester COC([C@H]([C@@H]([C@@H]([C@H](C=O)O)O)O)O)=O